4-(2-((1H-pyrazol-1-yl)methyl)-3-ethyl-5-(5-(methoxymethyl)-3-(m-tolyl)-1H-pyrazol-1-yl)-3H-imidazo[4,5-b]pyridin-7-yl)morpholine N1(N=CC=C1)CC1=NC=2C(=NC(=CC2N2CCOCC2)N2N=C(C=C2COC)C=2C=C(C=CC2)C)N1CC